NCCCCCC(=O)N[C@H](C(=O)N(CCO[C@H]1O[C@@H]([C@H]([C@@H]([C@@H]1O)O)O)CO)CCO[C@H]1O[C@@H]([C@H]([C@@H]([C@@H]1O)O)O)CO)CCC(=O)N(CCO[C@H]1O[C@@H]([C@H]([C@@H]([C@@H]1O)O)O)CO)CCO[C@H]1O[C@@H]([C@H]([C@@H]([C@@H]1O)O)O)CO (S)-2-(6-aminohexanamido)-N1,N1,N5,N5-tetrakis(2-(((2S,3S,4S,5S,6R)-3,4,5-trihydroxy-6-(hydroxymethyl)tetrahydro-2H-pyran-2-yl)oxy)ethyl)pentanediamide